N,N-bis(3-dimethylaminopropyl)adipamide trifluoroborat B(F)(F)F.CN(CCCN(C(CCCCC(=O)N)=O)CCCN(C)C)C